C(CC)OC(CCCCC)=O Hexanoic acid propyl ester